C[C@@H]1CC[C@@H]2[C@]13CC=C([C@H](C3)C2(C)C)C α-Cedrene